(S)-(6-chloro-8-(2-methoxy-7-methylquinoxalin-5-yl)-2,3-dihydro-[1,4]dioxino[2,3-e]benzofuran-3-yl)methanol ClC1=CC2=C(C=3C=C(OC31)C3=C1N=CC(=NC1=CC(=C3)C)OC)OC[C@@H](O2)CO